S1C2=C(C=C1)C(=CC=C2)N2CCN(CC2)CCCCOC2=CC=C1CCC(N(C1=C2)C(C)OC(CCCCCCCCCCC)=O)=O Dodecanoic acid 1-{7-[4-(4-benzo[b]thiophen-4-ylpiperazin-1-yl)butoxy]-2-oxo-3,4-dihydro-2H-quinolin-1-yl}ethyl ester